2-cyclohexyl-2-(3,3-dimethylbutyl)-1-ethoxy-3-methoxypropane C1(CCCCC1)C(COCC)(COC)CCC(C)(C)C